Cl.CN(C1CCN(CC1)C=1SC2=C(N1)C=CC(=C2)C2=CC1=CN(N=C1C=C2)C)C N,N-dimethyl-1-[6-(2-methyl-2H-indazol-5-yl)-1,3-benzothiazol-2-yl]piperidin-4-amine hydrochloride